C(C)(C)(C)N(C(O)=O)C(CC1=C(C=C(C(=C1)OC)CCF)OC)CC.N=1C=CN2C1C=C(C=C2)C(C)=O 1-(imidazo[1,2-a]pyridin-7-yl)ethanone tert-butyl-(1-(4-(2-fluoroethyl)-2,5-dimethoxyphenyl)butan-2-yl)carbamate